tert-Butyl (1R)-1-{[(tert-butoxy)carbonyl]amino}-3,3-difluoro-8-azaspiro[4.5]decane-8-carboxylate C(C)(C)(C)OC(=O)N[C@@H]1CC(CC12CCN(CC2)C(=O)OC(C)(C)C)(F)F